N-(5-(5-(3-(1H-1,2,3-triazol-4-yl)azetidin-1-yl)-1,3,4-oxadiazole-2-yl)pyrimidin-2-yl)-6,7-dihydro-5H-cyclopenta[c]pyridin-6-amine N1N=NC(=C1)C1CN(C1)C1=NN=C(O1)C=1C=NC(=NC1)NC1CC2=C(C=NC=C2)C1